ClC=1C=CC(=C(C1)N1CON(CO1)C(C(=O)O)CC1=NN(C=C1)C([2H])([2H])[2H])N1N=NC(=C1)Cl 2-(4-(5-Chloro-2-(4-chloro-1H-1,2,3-triazol-1-yl)phenyl)-2,5-dioxapiperazin-1-yl)-3-(1-(methyl-d3)-1H-pyrazol-3-yl)propionic acid